FC1=C(C=CCN1C)N1CCN(CC1)CC=1C=C2C=3N(CC(NC3C1)=O)N=C2 6-fluoro-N-methyl-5-(4-((2-oxo-2,3-dihydro-1H-pyrazolo[1,5,4-de]quinoxalin-8-yl)methyl)piperazin-1-yl)pyridine